(R)-tert-butyl (5-bromoisochroman-1-yl)methylcarbamate BrC1=C2CCO[C@H](C2=CC=C1)CNC(OC(C)(C)C)=O